ClC=1C=2C=CC=3N(C2N=C(C1)C(C(F)(F)F)(F)F)C=C(N3)C=3OC=NN3 2-(4-chloro-2-(perfluoroethyl)imidazo[1,2-a][1,8]naphthyridin-8-yl)-1,3,4-oxadiazole